N-ethyl-N-(2-methoxy-2-oxoethyl)glycine C(C)N(CC(=O)O)CC(=O)OC